Cl.Cl.Cl.Cl.N[C@H](C(=O)NCCCCCC(=O)OCC)CCC(=O)N(CCN)CCN Ethyl (S)-6-(2-amino-5-(bis(2-aminoethyl)amino)-5-oxopentanamido)hexanoate trihydrochloride HCl